6-Chloro-5-(2-fluoro-5-hydroxy-phenyl)-7-methyl-1-([3H3]methyl)-3H-1,4-benzodiazepine-2-One ClC1=C(C=CC2=C1C(=NCC(N2C([3H])([3H])[3H])=O)C2=C(C=CC(=C2)O)F)C